methyl (R)-3-((3-((4-(benzyloxy)pyridin-2-yl)oxy)-2-hydroxypropyl)amino)propanoate C(C1=CC=CC=C1)OC1=CC(=NC=C1)OC[C@@H](CNCCC(=O)OC)O